CC=1SC(=C(N1)C)S(=O)(=O)N1N=NC(=C1)CN1C[C@@H](N(C[C@H]1C)C1=C(C(N(C2=CC=CC=C12)C)=O)C#N)C 4-((2S,5R)-4-((1-((2,4-dimethylthiazol-5-yl)sulfonyl)-1H-1,2,3-triazol-4-yl)methyl)-2,5-dimethylpiperazin-1-yl)-1-methyl-2-oxo-1,2-dihydroquinoline-3-carbonitrile